C(C)C=1NC=C(N1)CCCN(CCCC=1N=C(NC1)CC)CCCC=1N=C(NC1)CC N,N,N-tris(3-(2-ethylimidazolyl)propyl)-amine